6-(4-((methylthio)methyl)phenyl)-[1,2,4]triazolo[1,5-a]pyrimidine CSCC1=CC=C(C=C1)C=1C=NC=2N(C1)N=CN2